C(CN(C([O-])=O)CCC1=CC=CC=C1)N(C(OC1OC(C(=C1O)O)=O)=O)CCC1=CC=CC=C1 (3,4-dihydroxy-5-oxo-2,5-dihydrofuran-2-yl) ethane-1,2-diylbis(phenethylcarbamate)